C1(=C(C=CC=C1)CO)CO 1,2-phenylenedimethanol